C1=CC=CC=2C3=CC=CC=C3N(C12)C1=CC=C(C=C1)C1=CC(=C(C(=N1)C1=CC=C(C=C1)N1C2=CC=CC=C2C=2C=C(C=CC12)C)C1=CC=C(C=C1)N1C2=CC=CC=C2C=2C=C(C=CC12)C)C1=C(C=CC=C1)C1=NC(=NC(=N1)C1=CC=CC=C1)C1=CC=CC=C1 9,9'-((6-(4-(9H-carbazol-9-yl)phenyl)-4-(2-(4,6-diphenyl-1,3,5-triazin-2-yl)phenyl)pyridine-2,3-diyl)bis(4,1-phenylene))bis(3-methyl-9H-carbazole)